2-methyl-4,8-bis-(4'-tert-butylphenyl)-1,5,6,7-tetrahydro-s-indacen CC=1CC2=C(C=3CCCC3C(=C2C1)C1=CC=C(C=C1)C(C)(C)C)C1=CC=C(C=C1)C(C)(C)C